[Si](C1=CC=CC=C1)(C1=CC=CC=C1)(C(C)(C)C)OC1=CC=C(CN2C(=NC3=C2C(=CC(=C3)C(=O)N)OC)NC(=O)C3=NC=C(N=C3)C)C=C1 1-(4-((tert-butyldiphenylsilyl)oxy)benzyl)-7-methoxy-2-(5-methylpyrazine-2-carboxamido)-1H-Benzo[d]imidazole-5-carboxamide